(7-((2-methoxyethoxy)methoxy)-4-oxo-4H-chromen-3-yl)boronic acid COCCOCOC1=CC=C2C(C(=COC2=C1)B(O)O)=O